3-benzyl 8-(tert-butyl) (1R,5S)-2-(2-diazoacetyl)-3,8-diazabicyclo[3.2.1]octane-3,8-dicarboxylate [N+](=[N-])=CC(=O)C1[C@H]2CC[C@@H](CN1C(=O)OCC1=CC=CC=C1)N2C(=O)OC(C)(C)C